O=C1NC2=C(C=CC=C2C=C1C(=O)N)C(=O)N 2-oxo-1,2-dihydroquinoline-3,8-dicarboxamide